[Mn+2].S(=O)(=O)([O-])[O-].[C+4].S(=O)(=O)([O-])[O-].S(=O)(=O)([O-])[O-] carbon sulfate manganese